C(=O)(O)C=1C(=C(C(=O)NC2=CN=C(C=C2C(=O)O)F)C=C(C1)O)O 5-(3-carboxy-2,5-dihydroxybenzoylamino)-2-fluoroisonicotinic acid